3-epoxyheptadecanal C1C(C(CCCCCCCCCCCCCC)=O)O1